N-(8'-bromo-4'H-spiro[cyclopropane-1,5'-naphtho[2,1-d]isoxazol]-3'-yl)bicyclo[2.2.2]octane-2-sulfonamide BrC1=CC=C2C3(CC=4C(=NOC4C2=C1)NS(=O)(=O)C1C2CCC(C1)CC2)CC3